C(C)C(COCC(CCCC)CC)CCCC 2-ethylhexyl ether